2-pyridyl-tetrazine N1=C(C=CC=C1)C=1N=NN=NC1